dihydroxymethyl-alanine trisodium [Na].[Na].[Na].OC(O)N[C@@H](C)C(=O)O